iodo-platinum I[Pt]